5-fluoro-4-imino-3-methyl-1-[(4-methylphenyl)sulfonyl]-3,4-dihydropyrimidin-2(1H)one FC=1C(N(C(N(C1)S(=O)(=O)C1=CC=C(C=C1)C)=O)C)=N